C(CCCCCCCCCCCCCCCCCCCCC)(=O)O.C(CC)NCCN propyl ethylenediamine behenate